lithium (tert-butyl)dimethylsilanolate C(C)(C)(C)[Si]([O-])(C)C.[Li+]